(S)-5-(2-ethoxy-3-pyridinyl)-3-methyl-1-[1-methylpropyl]-N-[(1-methyl-1,2,4-triazol-3-yl)methyl]pyrazolo[4,3-b]pyridin-7-amine C(C)OC1=NC=CC=C1C1=CC(=C2C(=N1)C(=NN2[C@H](CC)C)C)NCC2=NN(C=N2)C